C(C)(C)(C)OC(=O)N1[C@@H]([C@@H]([C@H](C1)OC(=O)OC(C)(C)C)OC(C)=O)CC1=CC=C(C=C1)C=1C=CC2=C(N=CS2)C1.C1(CC2C(CC1)O2)CC[Si](OC)(OC)OC β-(3,4-epoxycyclohexyl)ethyltrimethoxysilane tert-butyl-(2R,3S,4S)-3-(acetyloxy)-2-{[4-(1,3-benzothiazol-5-yl)phenyl]methyl}-4-[(tert-butoxycarbonyl)oxy]pyrrolidine-1-carboxylate